O=S1(CCC(CC1)C1=NN2C(NC=C(C2=O)C(=O)OCC)=C1)=O ethyl 2-(1,1-dioxotetrahydro-2H-thiopyran-4-yl)-7-oxo-4,7-dihydropyrazolo[1,5-a]pyrimidine-6-carboxylate